N[C@@H]1C2=CC=CC=C2CC12CCN(CC2)C=2C(=NC(=CN2)C=CC2C(C2)C)CO (3-((S)-1-amino-1,3-dihydrospiro[indene-2,4'-piperidine]-1'-yl)-6-(2-(2-methylcyclopropyl)vinyl)pyrazin-2-yl)methanol